methyl (3S)-3-(3-(tert-butyl)-5-(3,5-dimethyl-1H-pyrazol-1-yl)phenyl)-4-(8-fluoro-6-((5,6,7,8-tetrahydro-1,8-naphthyridin-2-yl)methyl)-2,6-diazaspiro[3.4]octan-2-yl)butanoate C(C)(C)(C)C=1C=C(C=C(C1)N1N=C(C=C1C)C)[C@H](CC(=O)OC)CN1CC2(C1)CN(CC2F)CC2=NC=1NCCCC1C=C2